2,5-dimethoxy-3-(2-nitrobutyl)-6-pentylpyrazine COC1=NC(=C(N=C1CC(CC)[N+](=O)[O-])OC)CCCCC